ClC1=C(OC=2C=CC(=C(C2)S(=O)(=O)NCC2CC(C2)O)O)C(=CC(=C1)N1N=C(C(NC1=O)=O)C(F)F)Cl 5-(2,6-dichloro-4-(6-(difluoromethyl)-3,5-dioxo-4,5-dihydro-1,2,4-triazin-2(3H)-yl)phenoxy)-2-hydroxy-N-(((1r,3r)-3-hydroxycyclobutyl)methyl)benzenesulfonamide